C1(CC1)C1=NC=NC(=C1C1=NC=C(C(=N1)NCC1=CC=C(C=C1)C=1N(C=C(N1)C(F)(F)F)C(C)C)[N+](=O)[O-])OC 4'-cyclopropyl-N-(4-(1-isopropyl-4-(trifluoromethyl)-1H-imidazol-2-yl)benzyl)-6'-methoxy-5-nitro-[2,5'-bipyrimidin]-4-amine